2,2-bis(3-hydroxy-4-aminophenyl)propane OC=1C=C(C=CC1N)C(C)(C)C1=CC(=C(C=C1)N)O